ClC1=C(C(=NC2=C(C=CC(=C12)Cl)Cl)S(=O)C=1C=NC=NC1)C 4,5,8-trichloro-3-methyl-2-(pyrimidin-5-ylsulfinyl)quinoline